C1(CC1)N1C=NC2=C(C=CC=C2C1=O)F 3-cyclopropyl-8-fluoroquinazolin-4-one